C(CCCCC)C1=CC=C2C(=CC(=NC2=C1)N(CC(=O)O)C)C1=CC=CC=C1 2-[(7-hexyl-4-phenylquinolin-2-yl)(methyl)amino]acetic acid